C(#N)CC1N(CCN(C1)C=1C2=C(N=C(N1)OC[C@H]1NC(CC1)(C)C)CN(CC2)C2=CC=CC1=CC=CC=C21)C(=O)OCC2=CC=CC=C2 benzyl 2-(cyanomethyl)-4-[2-[[(2S)-5,5-dimethylpyrrolidin-2-yl]methoxy]-7-(1-naphthyl)-6,8-dihydro-5H-pyrido[3,4-d]pyrimidin-4-yl]piperazine-1-carboxylate